C(=O)O.CC1CCCC=2C(=NN=C(C12)C1=C(C=C(C=C1)C(F)(F)F)O)N[C@H]1CNCCC1 2-(8-methyl-4-{[(3R)-piperidin-3-yl]amino}-5,6,7,8-tetrahydrophthalazin-1-yl)-5-(trifluoromethyl)phenol formate salt